CC(=C)C(C=C)O 2-methyl-1,4-pentadiene-3-ol